ClC=1C(=NC(=NC1)N[C@H]1CN(CC1)CCC1CCN(CC1)CC1CCN(CC1)C1=CC=C(C=C1)N1C(NC(CC1)=O)=O)C1=CNC2=CC=CC=C12 (R)-1-(4-(4-((4-(2-(3-((5-chloro-4-(1H-indol-3-yl)pyrimidin-2-yl)Amino)pyrrolidin-1-yl)ethyl)piperidin-1-yl)methyl)piperidin-1-yl)phenyl)dihydropyrimidine-2,4(1H,3H)-dione